1-(4-(7-Oxa-2-azaspiro[3.5]nonan-2-yl)phenyl)-5,7-difluoro-1H-benzo[d]imidazol-6-ol C1N(CC12CCOCC2)C2=CC=C(C=C2)N2C=NC1=C2C(=C(C(=C1)F)O)F